tert-butyl 2-(N-(2-cyano benzyl)-2,3,4,5-tetrafluorophenylsulfonamido)acetate C(#N)C1=C(CN(S(=O)(=O)C2=C(C(=C(C(=C2)F)F)F)F)CC(=O)OC(C)(C)C)C=CC=C1